chloro-[2,4'-bipyrimidine] ClC1=NC(=NC=C1)C1=NC=NC=C1